3-(2,6-dibenzyloxy-3-pyridyl)-5,7-difluoro-1-methyl-6-(1,2,3,6-tetrahydropyridin-4-yl)indazole C(C1=CC=CC=C1)OC1=NC(=CC=C1C1=NN(C2=C(C(=C(C=C12)F)C=1CCNCC1)F)C)OCC1=CC=CC=C1